6-((5,8-difluoro-3-(methyl-d3)-1,4-dioxo-1,4-dihydronaphthalen-2-yl)methyl)-3-(trifluoromethyl)picolinamide FC1=C2C(C(=C(C(C2=C(C=C1)F)=O)CC1=CC=C(C(=N1)C(=O)N)C(F)(F)F)C([2H])([2H])[2H])=O